NCC1CCN(CC1)C(=O)C1=C(C=C(C=C1)NC=1C=2N(C=CN1)C(=CN2)C2=C(C(=C(C=C2)OC2=NC=CC=C2)F)F)C [4-(aminomethyl)-1-piperidyl]-[4-[[3-[2,3-difluoro-4-(2-pyridyloxy)phenyl]imidazo[1,2-a]pyrazin-8-yl]amino]-2-methyl-phenyl]methanone